tert-Butyl N-[4-cyano-5-[4-[2-[[3-(3,3-difluoro-1-methyl-cyclobutyl)isoxazol-5-yl]amino]-2-oxo-ethyl]phenyl]-2-isopropyl-pyrazol-3-yl]carbamate C(#N)C1=C(N(N=C1C1=CC=C(C=C1)CC(=O)NC1=CC(=NO1)C1(CC(C1)(F)F)C)C(C)C)NC(OC(C)(C)C)=O